4-Amino-N-(2,3-dihydro-1H-inden-2-yl)-6-((2-hydroxyphenyl)amino)-N-methyl-pyridinecarboxamide hydrochloride Cl.NC1=CC(=NC(=C1)NC1=C(C=CC=C1)O)C(=O)N(C)C1CC2=CC=CC=C2C1